3-[2-[(6-bromo-2-pyridyl)oxymethyl]-5-fluoro-phenyl]propoxy-tert-butyl-dimethyl-silane BrC1=CC=CC(=N1)OCC1=C(C=C(C=C1)F)CCCO[Si](C)(C)C(C)(C)C